C1(CCCCC1)[C@H](C(=O)O)O (R)-2-cyclohexyl-2-hydroxyacetic acid